(S)-3-(1-(2-Chloro-4-fluorophenyl)ethyl)-5,6,7,8-tetrahydropyrido[4',3':4,5]thieno[2,3-d]pyrimidin-4(3H)-one ClC1=C(C=CC(=C1)F)[C@H](C)N1C=NC2=C(C1=O)C1=C(S2)CNCC1